CC=1SC=C(N1)C=1C=C(C=CC1)S(=O)(=O)N1CCN(CC1)C[C@H](C)NC1=NC=NC2=C(C=CC=C12)C(F)(F)F N-[(2S)-1-{4-[3-(2-methyl-1,3-thiazol-4-yl)benzenesulfonyl]piperazin-1-yl}propan-2-yl]-8-(trifluoromethyl)quinazolin-4-amine